FC(OCC1N(C(CC1)COC(F)F)C1=CC=C(C(=O)N[C@@H](CC#N)C2=CC=C(C=C2)S(=O)(=O)CC)C=C1)F 4-(2,5-bis((difluoromethoxy)methyl)pyrrolidin-1-yl)-N-((S)-2-cyano-1-(4-(ethylsulfonyl)phenyl)ethyl)benzamide